CC(C1COC1)OC(CC)=O 3-(methylpropionyloxymethyl)oxetane